C(C=C(C)C)NCC=1C(NC(N([C@H]2[C@H](OC)[C@H](O)[C@@H](CO)O2)C1)=O)=O 5-(prenylaminomethyl)-2'-O-methyl-uridine